[4-methyl-3-(4-methylpiperazin-4-ium-1-carbonyl)phenyl]ammonium CC1=C(C=C(C=C1)[NH3+])C(=O)N1CC[NH+](CC1)C